C(#N)C1=CC(=CC=2N=C(OC21)C=2C(=C(C=CC2)C2=C(C(=CC=C2)NC=2N=CC=C1C=C(C=NC21)CN2CCCC2)C)C)CNC[C@H](C)O (R)-1-((8-(3'-(7-Cyano-5-(((S)-2-hydroxypropylamino)methyl)benzo[d]oxazol-2-yl)-2,2'-dimethylbiphenyl-3-ylamino)-1,7-naphthyridin-3-yl)methyl)pyrrolidin